CC1=C(C=NC2=CC=CC=C12)C1=CC=C(C=C1)C(OCCCN1CCOCC1)C1N(CCCC1)C1C[C@@H](OC1)C=O 4-[[(4-(4-Methylquinolin-3-yl)-phenyl)-(3-morpholin-4-yl-propoxy)-methyl]-piperidin-1-yl]-(R)-tetrahydrofuran-2-yl-methanone